5-fluoro-2-hydroxyphenylboronic acid FC=1C=CC(=C(C1)B(O)O)O